OCC[C@H]1C(OC(O1)(C)C)=O (S)-5-(2-hydroxyethyl)-2,2-dimethyl-1,3-dioxolan-4-one